ethynyl-4-formyl-[1,1'-biphenyl] C(#C)C1=C(C=CC(=C1)C=O)C1=CC=CC=C1